N-(4-{[6-(5-chloro-2-fluorophenyl)-3-[(2-hydroxyethyl)sulfanyl]pyridazin-4-yl]amino}pyridin-2-yl)-4-(4-methylpiperazin-1-yl)butanamide ClC=1C=CC(=C(C1)C1=CC(=C(N=N1)SCCO)NC1=CC(=NC=C1)NC(CCCN1CCN(CC1)C)=O)F